C1(CC1)C1=CC(=NC=C1C1=CC=C(C=C1)C1=NN=CN1C)NC1=CC2=C(OC[C@H]3N2C(CC3)=O)N=C1 (S)-2-((4-cyclopropyl-5-(4-(4-methyl-4H-1,2,4-triazol-3-yl)-phenyl)pyridin-2-yl)-amino)-6,6a,7,8-tetra-hydro-9H-pyrido[2,3-b]pyrrolo[1,2-d][1,4]-oxazin-9-one